OC1=C(C(=CC2=C1C(C(=C(O2)C2=CC(=C(C=C2)OC)O)OC)=O)OC)OC 5-hydroxy-2-(3-hydroxy-4-methoxyphenyl)-3,6,7-trimethoxybenzopyran-4-one